FC(C(O)C1=C(C=C(C=C1)OC)[N+](=O)[O-])(F)F 2,2,2-Trifluoro-1-(4-methoxy-2-nitrophenyl)ethan-1-ol